2,6-dimethyl-7-octen-2,6-diol CC(C)(CCCC(C=C)(O)C)O